(R)-N-(2-chloro-4-(N-(1-(piperidin-4-yl)ethyl)sulfamoyl)phenyl)-2-methylbenzamide ClC1=C(C=CC(=C1)S(N[C@H](C)C1CCNCC1)(=O)=O)NC(C1=C(C=CC=C1)C)=O